C1(=CC=CC=C1)P(C1=C(C2=C(OCCO2)C=C1)C1=C(C=CC=2OCCOC21)P(C2=CC=CC=C2)C2=CC=CC=C2)C2=CC=CC=C2 (R)-6,6'-bis(diphenylphosphino)-2,2',3,3'-tetrahydro-5,5'-bi-1,4-benzodioxin